diethyl-1,2-cyclobutanediamine C(C)C1(C(CC1)(N)CC)N